endo-exo-bis(2,3-epoxycyclopentyl)ether C1(C2C(CC1)O2)OC2C1C(CC2)O1